N-ethyl-N,N-dimethyl-2-methoxyethylammonium C(C)[N+](C)(C)CCOC